((1H-indol-2-yl)methyl)-1-(5-(5-chloro-2-methoxypyridin-4-yl)-1H-pyrazole-3-carbonyl)piperidine-4-carboxamide methyl-α-methoxycarbonylcinnamate COC(C(=CC1=CC=CC=C1)C(=O)OC)=O.N1C(=CC2=CC=CC=C12)CC1N(CCC(C1)C(=O)N)C(=O)C1=NNC(=C1)C1=CC(=NC=C1Cl)OC